2-((3,5-dicyano-4-cyclopropyl-6-(4-(4-methylpiperazin-1-yl)piperidin-1-yl)pyridin-2-yl)thio)2-phenyl-acetamide C(#N)C=1C(=NC(=C(C1C1CC1)C#N)N1CCC(CC1)N1CCN(CC1)C)SC(C(=O)N)C1=CC=CC=C1